ClC=1C=C(C#N)C=CC1NC1=NC=C2N(C(N(C2=N1)C1CCOCC1)=O)C 3-chloro-4-((7-methyl-8-oxo-9-(tetrahydro-2H-pyran-4-yl)-8,9-dihydro-7H-purin-2-yl)amino)benzonitrile